4-(2-amino-5-phenyl-3-pyridyl)-2-methoxy-phenol NC1=NC=C(C=C1C1=CC(=C(C=C1)O)OC)C1=CC=CC=C1